4-chloro-6-(trifluoromethyl)nicotinic acid ClC1=CC(=NC=C1C(=O)O)C(F)(F)F